4,5-dihydroxybenzaldehyde OC1=CC=C(C=O)C=C1O